The molecule is an aryl phosphate resulting from the formal condensation of phosphoric acid with 3 mol eq. of phenol. It has a role as a flame retardant and a plasticiser. It derives from a phenol. C1=CC=C(C=C1)OP(=O)(OC2=CC=CC=C2)OC3=CC=CC=C3